[Br-].C(C1=CC=CC=C1)(=O)OCCOCCOCC[N+](CCCCCCCCCCCCCCCCCC)(C)C N-[2-[2-[2-(Benzoyloxy)ethoxy]ethoxy]ethyl]-N,N-dimethyloctadecane-1-aminium bromide